(S)-3-(1-(3-(2H-1,2,3-triazol-2-yl)propyl)pyrrolidin-3-yl)-1H-indole N=1N(N=CC1)CCCN1C[C@@H](CC1)C1=CNC2=CC=CC=C12